2-((2-(2-Methoxyphenyl)-4-oxo-4H-benzopyran-3-yl)oxy)-N'-phenylacetyl-hydrazine COC1=C(C=CC=C1)C=1OC2=C(C(C1ON(N)C(CC1=CC=CC=C1)=O)=O)C=CC=C2